4-(3-((tert-butyldiphenylsilyl)oxy)cyclohexyl)-N6,N6-Bis(4-methoxybenzyl)-5-nitropyrimidine-4,6-diamine [Si](C1=CC=CC=C1)(C1=CC=CC=C1)(C(C)(C)C)OC1CC(CCC1)C1(NC=NC(=C1[N+](=O)[O-])N(CC1=CC=C(C=C1)OC)CC1=CC=C(C=C1)OC)N